Ethyl alaninate hydrochloride Cl.N[C@@H](C)C(=O)OCC